1-methyl-1,6-diazaspiro[3.5]nonan CN1CCC12CNCCC2